racemic-3-(isoquinolin-4-yl)-1-(5-methyl-2-(trifluoromethyl)pyrimidin-4-yl)-2-oxoimidazoline-4-carbonitrile C1=NC=C(C2=CC=CC=C12)N1C(N(C[C@@H]1C#N)C1=NC(=NC=C1C)C(F)(F)F)=O |r|